sulfuric acid monoallyl ester C(C=C)OS(O)(=O)=O